N-(6-(5-chloro-7-(cyanomethyl)-6-fluoro-1H-indazol-4-yl)imidazo[1,2-a]pyrazin-2-yl)-2-fluorocyclopropane-1-carboxamide ClC=1C(=C2C=NNC2=C(C1F)CC#N)C=1N=CC=2N(C1)C=C(N2)NC(=O)C2C(C2)F